C(CCCCCCCCCC(C)C)OP(OCCCCCCCCCCC(C)C)OCCCCCCCCCCC(C)C.CN1N=C2C=CC=C(C2=C1)C1=CC=C(N)C=C1 4-(2-methyl-2H-indazol-4-yl)aniline tris(isotridecyl)phosphite